2-((4-(2,7-diazaspiro[3.5]nonan-2-yl)pyrimidin-5-yl)oxy)-N-ethyl-5-fluoro-N-isopropylbenzamide, hydrochloride Cl.C1N(CC12CCNCC2)C2=NC=NC=C2OC2=C(C(=O)N(C(C)C)CC)C=C(C=C2)F